FC1=C(C=C)C(=C(C(=C1F)N1C2=CC=CC=C2C=2C=CC=CC12)F)F 2,3,5,6-tetrafluoro-4-(9-carbazolyl)styrene